CC=1NC(=C([NH+]1)CCCCCCCCCCC)CCCCCCCCCCC 2-methyl-4,5-diundecylimidazolium